tert-butyl N-[1-benzhydryl-3-(2-methylsulfonylethyl)azetidin-3-yl]carbamate C(C1=CC=CC=C1)(C1=CC=CC=C1)N1CC(C1)(CCS(=O)(=O)C)NC(OC(C)(C)C)=O